(R)-2-(4-cyanobenzyl)-N-(1-(4-(ethylsulfonyl)phenyl)-2-hydroxyethyl)benzo[d]thiazole-6-carboxamide C(#N)C1=CC=C(CC=2SC3=C(N2)C=CC(=C3)C(=O)N[C@@H](CO)C3=CC=C(C=C3)S(=O)(=O)CC)C=C1